BrC=1C(=C(C(=C(C1[2H])[2H])[2H])N1C2=C(C(=C(C(=C2C2=C(C(=C(C(=C12)[2H])[2H])C1=CC=CC=C1)[2H])[2H])[2H])[2H])[2H])[2H] 9-(3-bromophenyl-2,4,5,6-d4)-3-phenyl-9H-carbazole-1,2,4,5,6,7,8-d7